ClC1=C(C(=CC=C1)F)C1=NOC(=C1COCC1(CCN(CC1)C=1N=C2N(C=CC=C2)C1C(=O)O)F)C1CC1 2-(4-(((3-(2-chloro-6-fluorophenyl)-5-cyclopropylisoxazol-4-yl)methoxy)methyl)-4-fluoropiperidin-1-yl)imidazo[1,2-a]pyridine-3-carboxylic acid